C(C1=CC=CC=C1)N1C=NC2=C1C=C(C=C2)N2CCN(CC2)C2=CC=C(C=C2)Br 1-benzyl-6-(4-(4-bromophenyl)piperazin-1-yl)-1H-benzo[d]imidazole